(4S)-4-isopropyl-3-{2-methanesulfonyl-5-[2-(triisopropylsilyl)ethynyl]pyrido[2,3-d]pyrimidin-7-yl}-1,3-oxazolidin-2-one C(C)(C)[C@@H]1N(C(OC1)=O)C=1C=C(C2=C(N=C(N=C2)S(=O)(=O)C)N1)C#C[Si](C(C)C)(C(C)C)C(C)C